FC(C(=O)[O-])(F)F.FC1(C[NH2+]CC(C1)N(C(C(F)(F)F)=O)C=1C=NN(C1)C)F 3,3-Difluoro-5-[2,2,2-trifluoro-N-(1-methyl-1H-pyrazol-4-yl)acetamido]-piperidin-1-ium trifluoroacetate